CC1=CC=C(C=C1)P(C1=CC=CC2=CC=CC=C12)(C1=CC=C(C=C1)C)=O di(p-methylphenyl)naphthyl-phosphine oxide